4-(pyrenylyl)-phenyl-perylene C1(CC=C2C=CC3=CC=CC4=CC=C1C2=C34)=C3CC=C(C=C3)C3=CC=C4C=CC=C2C1=CC=CC5=CC=CC(C3=C42)=C15